BrC(C(=O)NC1=CC(=CC=C1)C(C)C)=C 2-Bromo-N-(3-isopropylphenyl)acrylamide